4-((3,5-difluorophenyl)sulfonyl)-1-oxa-4,9-diazaspiro[5.5]undecane FC=1C=C(C=C(C1)F)S(=O)(=O)N1CCOC2(C1)CCNCC2